FC1=NC=C(C=N1)C=1C=C2C=3CCCC(C3NC2=CC1)N[C@H](C)C1=CC=CC=C1 6-(2-fluoropyrimidin-5-yl)-N-((R)-1-phenylethyl)-2,3,4,9-tetrahydro-1H-carbazol-1-amine